ClC=1C(=CC(=NC1)NC(C[C@@H]1C[C@@H](CCC1)C(=O)NC#N)=O)C1=C2N(N=C1)CC(C2)(C)C (1R,3S)-3-(2-((5-chloro-4-(5,5-dimethyl-5,6-dihydro-4H-pyrrolo[1,2-b]pyrazol-3-yl)pyridin-2-yl)amino)-2-oxoethyl)-N-cyanocyclohexane-1-carboxamide